6-[(4-ACETYLPHENYL)SULFANYL]PYRIDINE-3-CARBOXYLIC ACID C(C)(=O)C1=CC=C(C=C1)SC1=CC=C(C=N1)C(=O)O